(S)-2-((tert-Butoxycarbonyl)(methyl-d3)amino)-3-cyclopropylpropionic acid C(C)(C)(C)OC(=O)N([C@H](C(=O)O)CC1CC1)C([2H])([2H])[2H]